ClC1=CC2=C(OC(CN2C)C(=O)NC2CCC(CC2)NC(COC2=CC=C(C=C2)Cl)=O)C=C1 3-trans-6-chloro-N-(4-(2-(4-chlorophenoxy)acetamido)cyclohexyl)-4-methyl-3,4-dihydro-2H-benzo[b][1,4]oxazine-2-carboxamide